NC1=C(C=CC(=C1)C(=O)O)C1=CC=CC=C1 2-amino-[1,1'-biphenyl]-4-carboxylic acid